(R)-1-(6-(4-(5-chloro-6-methyl-1H-indazol-4-yl)-3-(2,2-dimethyl-4-(morpholinomethyl)piperidin-1-yl)-5-methyl-1H-pyrazol-1-yl)-2-azaspiro[3.3]heptan-2-yl)prop-2-en-1-one ClC=1C(=C2C=NNC2=CC1C)C=1C(=NN(C1C)C1CC2(CN(C2)C(C=C)=O)C1)N1C(C[C@@H](CC1)CN1CCOCC1)(C)C